3-((3-exo)-3-((7-((5-(trifluoromethyl)-1H-pyrazol-3-yl)amino)-1,6-naphthyridin-5-yl)amino)-8-azabicyclo[3.2.1]oct-8-yl)propionitrile FC(C1=CC(=NN1)NC1=NC(=C2C=CC=NC2=C1)NC1CC2CCC(C1)N2CCC#N)(F)F